FC=1C=C(C=CC1C)C1=CC(=CC=C1)NC1C[C@@H]2[C@@H](CN(C2)C(=O)OC(C)(C)C)C1 Tert-butyl (3aR,6aS)-5-((3'-fluoro-4'-methyl-[1,1'-biphenyl]-3-yl)amino)hexahydrocyclopenta[c]pyrrole-2(1H)-carboxylate